FC1=CC=C(C=C1)C1=NOC(=N1)CSC1=NN=C(S1)C1=C(C(=O)N)C=CC=C1 (5-(((3-(4-fluorophenyl)-1,2,4-oxadiazol-5-yl)methyl)thio)-1,3,4-thiadiazol-2-yl)benzamide